S(=O)(=O)(O)O.NC=1C=C(C=CC1)B(O)O.NC=1C=C(C=CC1)B(O)O 3-aminobenzeneboronic acid hemisulfate